1-methyl-2-(2-{[7-(5-methyl-1,2,4-oxadiazol-3-yl)isoquinolin-1-yl]amino}ethyl)-1H-1,3-benzodiazole-5-carboxylic acid tert-butyl ester C(C)(C)(C)OC(=O)C1=CC2=C(N(C(=N2)CCNC2=NC=CC3=CC=C(C=C23)C2=NOC(=N2)C)C)C=C1